6-chloro-3-(((1R)-1-(2-cyano-3-(3,3-difluoro-8-azabicyclo[3.2.1]octan-8-yl)-7-methylquinoxalin-5-yl)ethyl)amino)picolinic acid ClC1=CC=C(C(=N1)C(=O)O)N[C@H](C)C1=C2N=C(C(=NC2=CC(=C1)C)C#N)N1C2CC(CC1CC2)(F)F